N-[(1R,5S)-3-[[4-(trifluoromethylsulfonyl)phenyl]methyl]-3-azabicyclo[3.1.0]hexan-6-yl]prop-2-enamide FC(S(=O)(=O)C1=CC=C(C=C1)CN1C[C@@H]2C([C@@H]2C1)NC(C=C)=O)(F)F